2-hydroxy-1,3-bis[4-(acryloyloxyethoxy)phenyl]propane OC(CC1=CC=C(C=C1)OCCOC(C=C)=O)CC1=CC=C(C=C1)OCCOC(C=C)=O